COCCN1N=CC(=C1)C1=C2C(=NC=C1)N(N=C2C2CN(C2)C(=O)OC(C)(C)C)C2=CC=C(C=C2)OC(F)(F)F tert-butyl 3-(4-(1-(2-methoxy ethyl)-1H-pyrazol-4-yl)-1-(4-(trifluoromethoxy)phenyl)-1H-pyrazolo[3,4-b]pyridin-3-yl)azetidine-1-carboxylate